2-((3,5-dicyano-4,6-diethylpyridin-2-yl)sulfanyl)-2-phenylacetamide C(#N)C=1C(=NC(=C(C1CC)C#N)CC)SC(C(=O)N)C1=CC=CC=C1